3-amino-8-((2-methyl-4-(3-(trifluoromethyl)pyrrolidin-1-yl)phenyl)amino)-2,3-dihydrobenzo[b][1,4]oxazepin-4(5H)-one NC1C(NC2=C(OC1)C=C(C=C2)NC2=C(C=C(C=C2)N2CC(CC2)C(F)(F)F)C)=O